FC(C1=NC(=NC=C1)N1CCN(CC1)C(=O)C1(CCCC1)OC1=CC=C(C#N)C=C1)(F)F 4-((1-(4-(4-(trifluoromethyl)pyrimidin-2-yl)piperazine-1-carbonyl)cyclopentyl)oxy)benzonitrile